C1(CC1)C(N1C=CC2=CC(=CC(=C12)C)F)C1=NC=CC=C1C N-(cyclopropyl(3-methylpyridin-2-yl)methyl)-5-fluoro-7-methyl-1H-indole